7H-pyrrolo[3,2-e][1,2,4]Triazolo[1,5-c]Pyrimidine-8-carboxylic acid N=1C=NN2C=NC3=C(C21)C=C(N3)C(=O)O